(S)-N-(1-(7-(3-Chlorothiophen-2-yl)quinolin-5-yl)cyclopropyl)-2-methyl-5-((1-methylazetidin-2-yl)methoxy)benzamide ClC1=C(SC=C1)C1=CC(=C2C=CC=NC2=C1)C1(CC1)NC(C1=C(C=CC(=C1)OC[C@H]1N(CC1)C)C)=O